C1(=CC=CC=C1)P(C1(C(=C2C=CC=CC2=CC1)C1=CC=CC2=CC=CC=C12)P(C1=CC=CC=C1)C1=CC=CC=C1)C1=CC=CC=C1 (+/-)-2,2-Bis(diphenylphosphino)-1,1-binaphthyl